C(C)N1N=CC(=C1)CNC 1-(1-ethyl-1H-pyrazol-4-yl)-N-methyl-methylamine